Cl.CN(CCCN=C=NCC)C 1-[3-(Dimethylamino)propyl]-3-ethylcarbodiimide hydrochloride